C1(=CC(=CC=C1)C(C)O)C 1-(3-tolyl)ethan-1-ol